FC(C(=O)OOC(C(C(F)(F)F)(OC(C(C(F)(F)F)(F)F)(F)F)F)=O)(C(F)(F)F)OC(C(C(F)(F)F)(F)F)(F)F bis[2,3,3,3-tetrafluoro-2-(heptafluoropropoxy)-1-oxopropyl]peroxide